bromo-4-(difluoromethoxy)quinoline-2-carboxylic acid methyl ester COC(=O)C1=NC2=CC=CC=C2C(=C1Br)OC(F)F